NC1=C(C(=O)N)C=C(C=C1)N1[C@@H](CC(CC1)C)CC (R)-2-amino-5-(2-ethyl-4-methylpiperidin-1-yl)benzamide